benzene bis-carbonate C(O)(O)=O.C(O)(O)=O.C1=CC=CC=C1